ClC=1C=C(C=CC1F)N(S(=O)(=O)C1CCN(CC1)C1COC1)CC1=NC=C(C=C1)C=1OC(=NN1)C(F)F N-(3-chloro-4-fluorophenyl)-N-((5-(5-(difluoromethyl)-1,3,4-oxadiazol-2-yl)pyridin-2-yl)methyl)-1-(oxetan-3-yl)piperidine-4-sulfonamide